(2S,3R)-heptane-2,3-diol C[C@@H]([C@@H](CCCC)O)O